[Na+].[Na+].ClC1=C(CC(C(=O)O)(N(CCN(CC(=O)[O-])CC(=O)[O-])C(C(=O)O)(Cl)Cl)Cl)C(=CC=C1)F 2-chloro-6-fluorotrichlorobenzyl-ethylenediaminetetraacetic acid disodium salt